C(C1=CC=CC=C1)(=O)SC=1C=C(C(=O)OC)C=C(C1C)Br methyl 3-(benzoylthio)-5-bromo-4-methylbenzoate